2-methoxyethyl 1,4,5,6,7,8-hexahydro-4-(3-hydroxyphenyl)-7-(2-methoxyphenyl)-2-methyl-5-oxo-3-quinolinecarboxylate OC=1C=C(C=CC1)C1C(=C(NC=2CC(CC(C12)=O)C1=C(C=CC=C1)OC)C)C(=O)OCCOC